C(C)(C)(C)OC(=O)N1C(CC2(CC1)OCCC1=C2SC=C1)C 2'-methyl-spiro[4,5-dihydrothieno[2,3-c]pyran-7,4'-piperidine]-1'-carboxylic acid tert-butyl ester